CC(CCCN)(N)C dimethyl-1,4-diaminobutane